didodecyl 1,2-benzenedicarboxylate C=1(C(=CC=CC1)C(=O)OCCCCCCCCCCCC)C(=O)OCCCCCCCCCCCC